(S)-N5-(3,4-Difluorophenyl)-6-methyl-N3-((R)-1,1,1-trifluoropropan-2-yl)-6,7-dihydropyrazolo[1,5-a]pyrazine-3,5(4H)-dicarboxamide FC=1C=C(C=CC1F)NC(=O)N1CC=2N(C[C@@H]1C)N=CC2C(=O)N[C@@H](C(F)(F)F)C